BrC=1NC2=CC=CC=3C4=C[C@@H](CN([C@@H]4CC1C32)C)C(=O)O (6aR,9S)-5-bromo-7-methyl-4,6,6a,7,8,9-hexahydroindolo[4,3-fg]quinoline-9-carboxylic acid